Benzyl (Z)-3-aminobut-2-enoate N\C(=C/C(=O)OCC1=CC=CC=C1)\C